C(C1=CC=CC=C1)N1C2C(NCC1CC2)C(C(F)F)ON2C(=NC1=C(C2=O)C=NC(=C1F)Cl)SC (1-(8-benzyl-3,8-diazabicyclo[3.2.1]oct-2-yl)-2,2-difluoroethoxy)-7-chloro-8-fluoro-2-(methylsulfanyl)pyrido[4,3-d]pyrimidin-4(3H)-one